[N+](=O)([O-])C1=C(CO[Si](C2=CC=CC=C2)(C2=CC=CC=C2)OCC2=C(C=CC=C2)[N+](=O)[O-])C=CC=C1 di(o-nitrobenzyloxy)diphenylsilane